thiodiethyleneglycol bis(3-(3,5-di-tert-butyl-4-hydroxyphenyl) propionate) C(C)(C)(C)C=1C=C(C=C(C1O)C(C)(C)C)CCC(=O)OCCSCCOC(CCC1=CC(=C(C(=C1)C(C)(C)C)O)C(C)(C)C)=O